5-chloro-2-iodo-1-methylpyrrolo[2,3-c]pyridine ClC=1C=C2C(=CN1)N(C(=C2)I)C